(1S)-1-(4-bromophenyl)-2,2-difluoro-N-methyl-ethanamine BrC1=CC=C(C=C1)[C@@H](C(F)F)NC